C1(CCCC1)OC1=CC=CC(=N1)C=1C=C2CCC(NC2=CC1)CCC(=O)O 3-[6-(6-Cyclopentyloxy-pyridin-2-yl)-1,2,3,4-tetrahydro-quinolin-2-yl]-propionic acid